BrC=1C2=C(C=3C(=NC(=NC3C1F)Cl)Cl)CCC2 6-bromo-1,3-dichloro-5-fluoro-8,9-dihydro-7H-cyclopenta[f]quinazoline